1-(1-oxo-5-((3-(trifluoromethyl)-5,6-dihydro-[1,2,4]triazolo[4,3-a]pyrazin-7(8H)-yl)methyl)isoindolin-2-yl)dihydropyrimidine-2,4(1H,3H)-dione O=C1N(CC2=CC(=CC=C12)CN1CC=2N(CC1)C(=NN2)C(F)(F)F)N2C(NC(CC2)=O)=O